[2-(4-methoxycarbonylphenyl)allyl] dodecyl sulfide C(CCCCCCCCCCC)SCC(=C)C1=CC=C(C=C1)C(=O)OC